OC(C)C=1C=C(C=C2C(N(C(=NC12)N1CC2=CC=CC=C2C1)C1CCOCC1)=O)C 8-(1-hydroxyethyl)-2-(isoindolin-2-yl)-6-methyl-3-(tetrahydro-2H-pyran-4-yl)quinazolin-4(3H)-one